C(C=C)C1CN(C1)C(=O)N1C(C(CC1)NS(=O)(=O)C)CC1=CC(=CC=C1)Br N-(1-(3-allylazetidine-1-carbonyl)-2-(3-bromobenzyl)pyrrolidin-3-yl)methanesulfonamide